FC1=CC=C(C=C1)C(N1C[C@@H](N(C[C@H]1C)C1=CC(N(C2=CC=C(N=C12)OC)C)=O)C)C1=CC=C(C=C1)F 4-[(2s,5r)-4-[bis(4-fluorophenyl)methyl]-2,5-dimethylpiperazin-1-yl]-6-methoxy-1-methyl-1,2-dihydro-1,5-naphthyridin-2-one